P(=O)(OC=1C=C(C=CC1)C)(OC1(CC=C(C=C1)C(C)(C)C)C(C)(C)C)[O-] m-tolyl p-di-tert-butylphenyl phosphate